ethyl 4-[4-(4-hydroxy-2-methyl-6-oxopyridin-1-yl)-5-methyl-1,3-thiazol-2-yl]pyrimidine-2-carboxylate OC=1C=C(N(C(C1)=O)C=1N=C(SC1C)C1=NC(=NC=C1)C(=O)OCC)C